N-[4-[[3-[6-(2,2,2-trifluoroethyl)quinazolin-4-yl]-3,9-diazaspiro[5.5]undecan-9-yl]methyl]phenyl]ethanesulfonamide FC(CC=1C=C2C(=NC=NC2=CC1)N1CCC2(CC1)CCN(CC2)CC2=CC=C(C=C2)NS(=O)(=O)CC)(F)F